N-[2-[(2-amino-8-bromo-3H-1-benzazepine-4-carbonyl)-propyl-amino]oxoethyl]carbamic acid tert-butyl ester C(C)(C)(C)OC(NCC(N(CCC)C(=O)C=1CC(=NC2=C(C1)C=CC(=C2)Br)N)=O)=O